ClC1=C(C=CC=C1)C1=C(CCN(C1)CC(F)(F)F)C(=O)OCC ethyl 5-(2-chlorophenyl)-1-(2,2,2-trifluoroethyl)-1,2,3,6-tetrahydropyridine-4-carboxylate